O=C1NC2=CC(=CC=C2C12CCOCC2)C=2C=CC=C(C(=O)N)C2 5-(2-oxo-2',3',5',6'-tetrahydrospiro[indolin-3,4'-pyran]-6-yl)benzamide